C1(CC1)[C@H]1CN(CCN1)C=1N=NC(=CN1)C1=C(C=C(C=C1)C=1OC(=CN1)C)O 2-{3-[(3S)-3-cyclopropylpiperazin-1-yl]-1,2,4-triazin-6-yl}-5-(5-methyl-1,3-oxazol-2-yl)phenol